C1(CC1)CC1=C(C(=NN1C=1SC=C(N1)C(=O)O)C1=CC(=CC=C1)C#CC=1N=C(SC1)C)CC1=CC(=C(C=C1)S(N)(=O)=O)F 2-(5-(cyclopropylmethyl)-4-(3-fluoro-4-sulfamoylbenzyl)-3-(3-((2-methylthiazol-4-yl)ethynyl)phenyl)-1H-pyrazol-1-yl)thiazole-4-carboxylic acid